Triazole Phosphonate C1=CN(N=N1)P(=O)(O)O